C(C)C=1C=C2CC(CC2=CC1CC)NC[C@H](O)C1=C2C=CC(NC2=C(C=C1)O)=O (R)-5-[2-(5,6-diethyl-indan-2-ylamino)-1-hydroxy-ethyl]-8-hydroxy-1H-quinolin-2-one